1-Chloroethyl-carbon chloride ClC(C)C(Cl)(Cl)Cl